1-Bromo-3-cyclopropylimidazo[1,5-a]pyrazin-8-amine BrC=1N=C(N2C1C(=NC=C2)N)C2CC2